(2-((4Z,5E)-4,5-bis(2-carbamothioylhydrazineylidene)pentanamido)ethyl)triphenyl-phosphonium C(N)(=S)N\N=C(\CCC(=O)NCC[P+](C1=CC=CC=C1)(C1=CC=CC=C1)C1=CC=CC=C1)/C=N/NC(N)=S